O=C1NC2=C(OC1)C=CC(=C2)C(=O)NC2C[C@H]1CC[C@@H](C2)N1S(=O)(=O)N1CCC(CC1)NC(OC(C)(C)C)=O Tert-butyl (1-(((1R,3r,5S)-3-(3-oxo-3,4-dihydro-2H-benzo[b][1,4]oxazine-6-carboxamido)-8-azabicyclo[3.2.1]octan-8-yl)sulfonyl)piperidin-4-yl)carbamate